[(3-{2-chloro-4-fluoro-5-[3-methyl-2,6-dioxo-4-(trifluoromethyl)-3,6-dihydropyrimidin-1(2H)-yl]phenoxy}pyridin-2-yl)oxy] acetate C(C)(=O)OOC1=NC=CC=C1OC1=C(C=C(C(=C1)N1C(N(C(=CC1=O)C(F)(F)F)C)=O)F)Cl